N-(4-(4-((5-(1-acryloylpiperidin-4-yl)thieno[2,3-d]pyrimidin-4-yl)amino)-3-fluorophenoxy)pyridin-2-yl)pivalamide C(C=C)(=O)N1CCC(CC1)C1=CSC=2N=CN=C(C21)NC2=C(C=C(OC1=CC(=NC=C1)NC(C(C)(C)C)=O)C=C2)F